(1-(6-(4-chlorophenyl)-2-(pyridin-3-yl)pyrimidin-4-yl)piperidin-4-yl)-2-methoxyacetamide ClC1=CC=C(C=C1)C1=CC(=NC(=N1)C=1C=NC=CC1)N1CCC(CC1)C(C(=O)N)OC